CN1N=CC(=C1C)C=1C=C(C=NC1)C1=C2C(=NC=C1)N=CN2 7-(5-(1,5-dimethyl-1H-pyrazol-4-yl)pyridin-3-yl)-1H-imidazo[4,5-b]pyridine